O1C[C@@H]([C@H]2[C@@H]1OCC2)OC2=NN=C(S2)N 5-(((3R,3aS,6aR)-hexahydrofuro[2,3-b]furan-3-yl)oxy)-1,3,4-thiadiazol-2-amine